FC(OC1=CC=C(C=C1)C=1C=CC(N(N1)CC=1OC=C(N1)C1=CC=CC=C1)=O)F 6-(4-(difluoromethoxy)phenyl)-2-((4-phenyloxazol-2-yl)methyl)pyridazin-3(2H)-one